C1CCOC(C1)ON o-(tetrahydro-2h-pyran-2-yl)hydroxylamine